2-(4-ethynylphenyl)oxirane C(#C)C1=CC=C(C=C1)C1OC1